1-(6-{3-chloro-2-[(methoxyimino)methyl]phenyl}-3-(3,5-difluorophenyl)quinolin-4-yl)piperidin-4-amine ClC=1C(=C(C=CC1)C=1C=C2C(=C(C=NC2=CC1)C1=CC(=CC(=C1)F)F)N1CCC(CC1)N)C=NOC